BrC1=NC=2N(C(N(C(C2N1CC#CC)=O)CC1=C(C(=O)OC)C=C(C=C1)Cl)=O)C methyl 2-((8-bromo-7-(but-2-yn-1-yl)-3-methyl-2,6-dioxo-2,3,6,7-tetrahydro-1H-purin-1-yl) methyl)-5-chlorobenzoate